(S)-6-(4-chlorophenyl)-N-(1-(3-fluorophenyl)ethyl)-2-(2-chloropyrimidin-5-yl)pyrimidine-4-formamide ClC1=CC=C(C=C1)C1=CC(=NC(=N1)C=1C=NC(=NC1)Cl)C(=O)N[C@@H](C)C1=CC(=CC=C1)F